6-(4-ethoxyphenyl)-N-(2-fluoro-5-methoxyphenethyl)pyrazine-2-carboxamide C(C)OC1=CC=C(C=C1)C1=CN=CC(=N1)C(=O)NCCC1=C(C=CC(=C1)OC)F